(2S,4R)-N-((R)-2-(4-((3-(1-(cyanomethyl)-3-(trifluoromethyl)-1H-pyrazol-4-yl)imidazo[1,2-a]pyrazin-8-yl)amino)-2-ethylbenzamido)propyl)-4-hydroxypyrrolidine-2-carboxamide C(#N)CN1N=C(C(=C1)C1=CN=C2N1C=CN=C2NC2=CC(=C(C(=O)N[C@@H](CNC(=O)[C@H]1NC[C@@H](C1)O)C)C=C2)CC)C(F)(F)F